N-(8-cyano-1,2,3,5,6,7-hexahydros-indacen-4-ylcarbamoyl)-5-(2-hydroxypropan-2-yl)thiazole-2-sulfonamide C(#N)C=1C=2CCCC2C(=C2CCCC12)NC(=O)NS(=O)(=O)C=1SC(=CN1)C(C)(C)O